tert-butyl (4-(4-(((3R,4R)-1-(2-cyanoacetyl)-4-methylpiperidin-3-yl)(methyl)amino)-7H-pyrrolo[2,3-d]pyrimidine-7-carboxamido)phenethyl)carbamate C(#N)CC(=O)N1C[C@@H]([C@@H](CC1)C)N(C=1C2=C(N=CN1)N(C=C2)C(=O)NC2=CC=C(CCNC(OC(C)(C)C)=O)C=C2)C